O=C1NC(CCC1N1C(C2=CC=CC(=C2C1=O)OCC1CN(C1)C(=O)OC(C)(C)C)=O)=O tert-Butyl 3-[[2-(2,6-dioxo-3-piperidyl)-1,3-dioxo-isoindolin-4-yl]oxymethyl]azetidine-1-carboxylate